[N+](=O)([O-])[O-].[Pd+2].CS(=O)(=O)CS(=O)(=O)C.[N+](=O)([O-])[O-] bis(methyl-sulfonyl)methane palladium(II) nitrate